tert-butyl (3-((4-((4-(tert-butyl)phenyl)amino)cyclohexyl)amino)-2-hydroxypropyl)carbamate C(C)(C)(C)C1=CC=C(C=C1)NC1CCC(CC1)NCC(CNC(OC(C)(C)C)=O)O